C(C)(=O)N1[C@H](C[C@@H](CC1)N1N=CC(=C1C(=O)NC1=NC=C(C=C1C)C#CC1=CC=CC=C1)Cl)C 1-[(2S,4R)-1-acetyl-2-methylpiperidin-4-yl]-4-chloro-N-[3-methyl-5-(phenylethynyl)pyridin-2-yl]-1H-pyrazole-5-carboxamide